C(CC=C)C1=C(C=C(C=C1Cl)OCOC)B(OC(C)C)OC(C)C diisopropyl (2-(but-3-en-1-yl)-3-chloro-5-(methoxymethoxy)phenyl)boronate